1-(3,5-difluorophenyl)-5,5-difluoro-3-(trifluoromethyl)-4,5,6,7-tetrahydro-1H-indol-4-ol FC=1C=C(C=C(C1)F)N1C=C(C=2C(C(CCC12)(F)F)O)C(F)(F)F